O=C1N(CCC1)C1=CC=C(C=C1)C=1C=CC(=NC1)NC1=CC2=C(OC[C@H]3N2C(C2(C3)CC2)=O)N=C1 (S)-2'-((5-(4-(2-oxo-pyrrolidin-1-yl)-phenyl)pyridin-2-yl)amino)-6a',7'-dihydro-6'H,9'H-spiro[cyclopropane-1,8'-pyrido[2,3-b]-pyrrolo[1,2-d][1,4]-oxazin]-9'-one